2-oxa-6-azaspiro[3.4]octan-7-one C1OCC12CNC(C2)=O